zinc difluoromethanesulfinate FC(S(=O)[O-])F.[Zn+2].FC(S(=O)[O-])F